C(C)(C)(C)OC(=O)NCCC(=O)N(C=1SC(=C(N1)C)C(=O)OCC)C ethyl 2-[3-(tert-butoxycarbonylamino)propanoyl-methyl-amino]-4-methyl-thiazole-5-carboxylate